[Co].N1=C(C=CC=C1)C1=NC=CC=C1 (2,2'-bipyridine) cobalt